2-ethyl-3,5-dimethyl-4-isobutoxyphenol C(C)C1=C(C=C(C(=C1C)OCC(C)C)C)O